(S)-5-(4'-fluoro-2-(trifluoromethyl)-[1,1'-biphenyl]-4-yl)-6-methyl-3,6-dihydro-2H-1,3,4-oxadiazine-2-thione FC1=CC=C(C=C1)C1=C(C=C(C=C1)C1=NNC(O[C@H]1C)=S)C(F)(F)F